6-(2-(trifluoromethoxy)-7-azaspiro[3.5]nonane-7-carbonyl)-3,4-dihydroisoquinolin-1(2H)-one FC(OC1CC2(C1)CCN(CC2)C(=O)C=2C=C1CCNC(C1=CC2)=O)(F)F